C1(=CC=C(C=C1)C[C@H](C[C@H](C(=O)O)C)NC(=O)OC(C)(C)C)C1=CC=CC=C1 (2R,4S)-5-([1,1'-biphenyl]-4-yl)-4-((tert-butoxycarbonyl)amino)-2-methyl-pentanoic acid